C(C1=CC=CC=C1)OC(=O)N1CC(N(CC1)CC1=C2C=CN(C2=C(C=C1OC)C)C(=O)OC(C)(C)C)C=1C=NC(=CC1)C(=O)OC tert-Butyl 4-((4-((benzyloxy)carbonyl)-2-(6-(methoxycarbonyl)pyridin-3-yl)piperazin-1-yl)methyl)-5-methoxy-7-methyl-1H-indole-1-carboxylate